O=C1NC(CCC1N(C=1C=C(C=CC1)C=1CCN(CC1)CC(=O)OC(C)(C)C)C)=O tert-butyl 2-[4-[3-[(2,6-dioxo-3-piperidyl)-methyl-amino]phenyl]-3,6-dihydro-2H-pyridin-1-yl]acetate